Cl.FC=1C=C2C(=NC1OC)N(C1=C(N=CC=C12)C(F)(F)F)CCN1CCOCC1 4-(2-(3-Fluoro-2-methoxy-8-(trifluoromethyl)-9H-pyrrolo[2,3-b:5,4-c']dipyridin-9-yl)ethyl)morpholine hydrochloride salt